5-(2-{[1-(3-chloro(2-pyridyl))-isopropyl]amino}pyrimidin-5-yl)-1,3,4-oxadiazole-2-carboxamide ClC=1C(=NC=CC1)C(C)(C)NC1=NC=C(C=N1)C1=NN=C(O1)C(=O)N